(4-(6-(1-methyl-1H-pyrazol-4-yl)pyrazolo[1,5-a]pyridin-3-yl)piperazin-1-yl)(piperidin-1-yl)methanone CN1N=CC(=C1)C=1C=CC=2N(C1)N=CC2N2CCN(CC2)C(=O)N2CCCCC2